(2S,4R)-4-hydroxy-N-[(1R)-2-hydroxy-1-(4-pyrimidin-2-ylphenyl)ethyl]pyrrolidine-2-carboxamide O[C@@H]1C[C@H](NC1)C(=O)N[C@@H](CO)C1=CC=C(C=C1)C1=NC=CC=N1